4-chloro-1-tetrahydropyran-2-yl-pyrazolo[3,4-b]pyridine ClC1=C2C(=NC=C1)N(N=C2)C2OCCCC2